CS(=O)(=N)C=1SC2=C(C1)C=CC(=C2)C(=O)OC methyl 2-(methylsulfonimidoyl)benzothiophene-6-carboxylate